(S)-5-bromo-2-((4,4-difluoropiperidin-3-yl)amino)-N-methyl-3-nitrobenzamide BrC=1C=C(C(=C(C(=O)NC)C1)N[C@H]1CNCCC1(F)F)[N+](=O)[O-]